CC1=C(C=CC=C1C(F)(F)F)[C@@H](C)NC(=O)C1=CN(C(C=C1N[C@H]1CN(CCC1)C)=O)C1CCOCC1 N-((R)-1-(2-methyl-3-(trifluoromethyl)phenyl)ethyl)-4-(((R)-1-methylpiperidin-3-yl)amino)-6-oxo-1-(tetrahydro-2H-pyran-4-yl)-1,6-dihydropyridine-3-carboxamide